FC=1C=C2C(N(C(=NC2=CC1)NC=1C=NC=CC1)C1=C(C=CC=C1)OC)=O 6-fluoro-3-(2-methoxyphenyl)-2-(pyridin-3-ylamino)quinazolin-4(3H)-one